bromo-2-methylbenzenesulfonyl chloride BrC=1C(=C(C=CC1)S(=O)(=O)Cl)C